ClC1=CC=C2C(=N1)NC=C2S(=O)(=O)NC2=NC(=C(C(=N2)OC)C(C(F)F)([2H])[2H])OC 6-chloro-N-[5-(1,1-dideutero-2,2-difluoro-ethyl)-4,6-dimethoxy-pyrimidin-2-yl]-1H-pyrrolo[2,3-b]pyridine-3-sulfonamide